CN1COC(=C1S(=O)(=O)O)C 3,5-dimethyl-4-oxazolesulfonic acid